OC1=C(C=CC=C1)C1=CC(=CN=N1)N1CCC(CC1)(C(=O)O)C1=CC=CC=C1 1-[6-(2-hydroxyphenyl)pyridazin-4-yl]-4-phenylpiperidine-4-carboxylic acid